NC1=C2C(=NC=N1)N(N=C2C2=CC=C(C=C2)OC2=CC=CC=C2)C2CCC(CC2)CN2C1CN(CC2C1)C=1C=C2CN(CC2=CC1F)C1C(NC(CC1)=O)=O 5-(6-((4-(4-Amino-3-(4-phenoxyphenyl)-1H-pyrazolo[3,4-d]pyrimidin-1-yl)cyclohexyl)methyl)-3,6-diazabicyclo[3.1.1]heptane-3-yl)-2-(2,6-dioxopiperidin-3-yl)-6-fluoroisoindoline